FC=1C=C2C(C=CN3C2=C(C1N1C(CNCC1)C)OCC3C)=O 9-fluoro-3-methyl-10-(2-methylpiperazin-1-yl)-2H-[1,4]oxazino[2,3,4-ij]quinolin-7(3H)-one